(R)-Methyl 4-(((2-(8-(benzyloxy)-2-oxo-1,2-dihydroquinolin-5-yl)-2-((tert-butyldimethylsilyl)oxy)ethyl)amino)methyl)benzoate C(C1=CC=CC=C1)OC=1C=CC(=C2C=CC(NC12)=O)[C@H](CNCC1=CC=C(C(=O)OC)C=C1)O[Si](C)(C)C(C)(C)C